ditertiary butylamine C(C)(C)(C)NC(C)(C)C